ClC=1C=C(C=CC1F)NC(=O)[C@H]1NCC[C@H]1O (2S,3R)-N-(3-chloro-4-fluorophenyl)-3-hydroxypyrrolidine-2-carboxamide